C(#N)CN1N=C2C(N(C(C=C2N2C[C@H](N(C[C@@H]2CC)C(C)C2=NN(C=C2C#N)CC)CC)=O)C)=C1 (1-((2R,5S)-4-(2-(cyanomethyl)-4-methyl-5-oxo-4,5-dihydro-2H-pyrazolo[4,3-b]pyridin-7-yl)-2,5-diethylpiperazin-1-yl)ethyl)-1-ethyl-1H-pyrazole-4-carbonitrile